cis-Anethole C1(=CC=C(\C=C/C)C=C1)OC